CC1CC2C(C3=CC=CC=C3C(C2CC1)=O)=O 2-methyl-1,2,3,4,4a,9a-hexahydroanthraquinone